NCCCN(CCCC(=O)OC(C)C)CCCC(=O)OC(C)C isopropyl 4-[3-aminopropyl-(4-isopropoxy-4-oxo-butyl)amino]butanoate